2-((5-chloro-2-((4-((8-methyl-3,8-diazabicyclo[3.2.1]octan-3-yl)methyl)phenyl)amino)pyrimidin-4-yl)amino)-N,N-dimethylbenzenesulfonamide ClC=1C(=NC(=NC1)NC1=CC=C(C=C1)CN1CC2CCC(C1)N2C)NC2=C(C=CC=C2)S(=O)(=O)N(C)C